FC1(OC2=C(O1)C=CC(=C2)C(=O)OCC)F ethyl 2,2-difluoro-1,3-benzodioxole-5-carboxylate